C(C)(C)(C)N1CCC(CC1)NC=1C=C2C(=NC=NC2=CC1OC(F)F)NC1=C(C=CC(=C1)Br)OC tert-Butyl-4-((4-((5-bromo-2-methoxyphenyl)amino)-7-(difluoromethoxy)quinazolin-6-yl)amino)piperidine